BrC=1C=C(C=NO)C=CN1 2-bromoisonicotinaldehyde oxime